C1(=CC=CC=C1)C1=CC=C2C(C(C3=CC=C(C4=CC=C1C2=C34)C3=CC=CC=C3)=O)=O 1,8-diphenylpyrene-4,5-dione